C[C@@H]1O[C@@H](CN([C@@H]1CNC1=NC=C(C=C1)C(F)(F)F)C(=O)C1=C(C=CC(=C1)F)N1N=CC=N1)C ((2S,3R,6R)-2,6-Dimethyl-3-(((5-(trifluoromethyl)pyridin-2-yl)amino)methyl)morpholino)(5-fluoro-2-(2H-1,2,3-triazol-2-yl)phenyl)methanone